4-(((Ethoxycarbonyl)oxy)methoxy)-6-fluoro-7-methoxy-2-methyl-3-(4'-(trifluoromethoxy)-[1,1'-biphenyl]-4-yl)quinoline 1-oxide C(C)OC(=O)OCOC1=C(C(=[N+](C2=CC(=C(C=C12)F)OC)[O-])C)C1=CC=C(C=C1)C1=CC=C(C=C1)OC(F)(F)F